2-[4-[7-(2,8-dimethylimidazo[1,2-b]pyridazin-6-yl)-5-fluoro-cinnolin-3-yl]-1-piperidinyl]-ethanol dihydrochloride Cl.Cl.CC=1N=C2N(N=C(C=C2C)C2=CC(=C3C=C(N=NC3=C2)C2CCN(CC2)CCO)F)C1